FC1=C(C(=CC(=C1)OC)F)[C@H]1[C@@H](C(NC1)=O)NC=1OC(=NN1)C=1C=NC(=CC1)SC(F)(F)F (3s,4r)-4-(2,6-difluoro-4-methoxyphenyl)-3-[(5-{6-[(trifluoromethyl)sulfanyl]pyridin-3-yl}-1,3,4-oxadiazol-2-yl)amino]pyrrolidin-2-one